ClC1=CC=C(N=N1)C(=O)NC1C(C(C1(C)C)OC1=C(C=C(C=C1)C#N)OC)(C)C 6-Chloro-N-((1r,3r)-3-(4-cyano-2-methoxyphenoxy)-2,2,4,4-tetramethylcyclobutyl)pyridazine-3-carboxamide